NC1=C(C(=NN1)C)C(=O)O 5-AMINO-3-METHYL-1H-PYRAZOLE-4-CARBOXYLIC ACID